methyl 2-[4-[2-[(4-cyano-2-fluoro-phenyl)methoxy]-3-pyridyl]-2,5-difluoro-phenyl]acetate C(#N)C1=CC(=C(C=C1)COC1=NC=CC=C1C1=CC(=C(C=C1F)CC(=O)OC)F)F